O1CCN(CC1)CC=1C=C(/C=C/C2=NNC3=CC(=CC=C23)C2=NC(=NC=C2)N)C=CC1 trans-4-(3-(3-(morpholinomethyl)styryl)-1H-indazol-6-yl)pyrimidin-2-amine